COC1=C(C=CC=C1C1=NN(C=N1)C)NC1=CC=NC=C1C(=O)NC 4-((2-methoxy-3-(1-methyl-1H-1,2,4-triazol-3-yl)phenyl)amino)-N-methylnicotinamide